C1(CCC(CC1)C(=O)ON1C(CCC1=O)=O)C(=O)ON1C(CCC1=O)=O Bis(2,5-dioxopyrrolidin-1-yl) (1R,4R)-cyclohexane-1,4-dicarboxylate